COC(CNC)=O methyl-N-methylglycinate